(5-(2-(1-isopropylpyrrolidin-2-yl)acetamido)-2-methylpyridin-3-yl)-2-(2-methoxypyridin-3-yl)pyrazolo[5,1-b]thiazole-7-carboxamide C(C)(C)N1C(CCC1)CC(=O)NC=1C=C(C(=NC1)C)C=1N2C(SC1C=1C(=NC=CC1)OC)=C(C=N2)C(=O)N